α-(trifluoromethylsulfonyl-oxyimino)-phenylacetonitrile FC(S(=O)(=O)ON=C(C#N)C1=CC=CC=C1)(F)F